cis-4-((5-([1,2,4]Triazolo[1,5-a]pyridin-6-yl)-4-methoxy-7H-pyrrolo[2,3-d]pyrimidin-2-yl)amino)-1-methylcyclohexan-1-ol N=1C=NN2C1C=CC(=C2)C2=CNC=1N=C(N=C(C12)OC)NC1CCC(CC1)(O)C